N-((1H-tetrazol-5-yl)methyl)-2,6-dihydroxy-5'-methyl-4-pentyl-2'-(prop-1-en-2-yl)-[1,1'-biphenyl]-3-carboxamide N1N=NN=C1CNC(=O)C=1C(=C(C(=CC1CCCCC)O)C1=C(C=CC(=C1)C)C(=C)C)O